4-((3aS,4R,6aR)-4-(((tert-butoxycarbonyloxy)methoxy)carbonyl)octahydropyrrolo[3,4-b]pyrrol-4-yl)butylboronic acid C(C)(C)(C)OC(=O)OCOC(=O)[C@@]1(NC[C@@H]2NCC[C@@H]21)CCCCB(O)O